erbium-neodymium-iron-boron [B].[Fe].[Nd].[Er]